Benzyl (S)-4-((S)-2-((tert-butoxycarbonyl)amino)-2-cyclohexylacetyl)-2-methylpiperazine-1-carboxylate C(C)(C)(C)OC(=O)N[C@H](C(=O)N1C[C@@H](N(CC1)C(=O)OCC1=CC=CC=C1)C)C1CCCCC1